alpha-hydroxy-isobutyric acid OC(C(=O)O)(C)C